l-thyronine N[C@@H](CC1=CC=C(C=C1)OC1=CC=C(C=C1)O)C(=O)O